FC=1C=C2C(NC=3CCC[C@@H](C3C2=CC1F)N(C(=O)NC1=CC=C(C=C1)F)C)=O (S)-1-(8,9-difluoro-6-oxo-1,2,3,4,5,6-hexahydrophenanthridin-1-yl)-3-(4-fluorophenyl)-1-methylurea